NC([C@H](C=1SC=C(C1)C(N)=N)NC(=O)[C@H]1N(C[C@@H](C1)OC(F)F)C(CNC(C1=CC=C(C=C1)OC1=CC=CC=C1)=O)=O)=O |o1:2| (2S,4R)-N-((R*)-2-amino-1-(4-carbamimidoylthiophen-2-yl)-2-oxoethyl)-4-(difluoromethoxy)-1-((4-phenoxybenzoyl)glycyl)pyrrolidine-2-carboxamide